(R)-2-amino-6-(2-methoxy-4-(piperazine-1-carbonyl)benzyl)-4-(pentan-2-ylamino)pyrimido[4,5-d]pyridazin-5(6H)-one NC=1N=C(C2=C(C=NN(C2=O)CC2=C(C=C(C=C2)C(=O)N2CCNCC2)OC)N1)N[C@H](C)CCC